ClC=1C=C(C=2CC[C@H](C2C1)O)S(=O)(=O)NC1=C(C(=C(C=C1)F)C=1C=C2C=NC(=NC2=CC1)NC1CCN(CC1)CC(C)OC)F (1R)-6-chloro-N-[2,4-difluoro-3-(2-{[1-(2-methoxypropyl)piperidin-4-yl]amino}quinazolin-6-yl)phenyl]-1-hydroxy-2,3-dihydro-1H-indene-4-sulfonamide